5-(4-((2,4-dioxo-1,2,3,4-tetrahydroquinazolin-7-yl)methyl)piperazin-1-yl)-N,6-dimethylpicolinamide O=C1NC2=CC(=CC=C2C(N1)=O)CN1CCN(CC1)C=1C=CC(=NC1C)C(=O)NC